ClC=1C(=C2C=NNC2=CC1Cl)C=1C(=NN(C1C)C1CC2(CNC2)C1)N1C(C[C@@H](CC1)CN1CCOCC1)(C)C (R)-4-((1-(4-(5,6-dichloro-1H-indazol-4-yl)-5-methyl-1-(2-azaspiro[3.3]heptan-6-yl)-1H-pyrazol-3-yl)-2,2-dimethylpiperidin-4-yl)methyl)morpholine